2-((1H-benzo[d]imidazole-2-yl)(2-hydroxyphenyl)methyl)-6-(4-aminophenyl)isoindolin-1-one N1C(=NC2=C1C=CC=C2)C(N2C(C1=CC(=CC=C1C2)C2=CC=C(C=C2)N)=O)C2=C(C=CC=C2)O